5'-(4-amino-2,6-dimethylphenoxy)spiro[cyclopropane-1,3'-indolin]-2'-one NC1=CC(=C(OC=2C=C3C4(C(NC3=CC2)=O)CC4)C(=C1)C)C